N1(CCCCC1)C=1NC2=C(N1)C=CC=C2 (2-piperidin-1-yl)benzimidazole